COC=1C=C(C=CC1)C=1SC(=CC1)[N+](=O)[O-] 2-(3-methoxyphenyl)-5-nitrothiophene